2,4,6-triethylphenol C(C)C1=C(C(=CC(=C1)CC)CC)O